5-methylthieno[2,3-d]pyrimidin-2-amine CC1=CSC=2N=C(N=CC21)N